4-methyl-N-(2-nitrobenzylidene)benzenesulfonamide CC1=CC=C(C=C1)S(=O)(=O)N=CC1=C(C=CC=C1)[N+](=O)[O-]